ethyl 7-[4-(tert-butoxycarbonyl)piperazin-1-yl]-2-(4-phenoxyphenyl)-2H-pyrazolo[4,3-b]pyridine-3-carboxylate C(C)(C)(C)OC(=O)N1CCN(CC1)C=1C=2C(N=CC1)=C(N(N2)C2=CC=C(C=C2)OC2=CC=CC=C2)C(=O)OCC